ClC1=C(C=CC=C1)N1C(N=C(C2=CC(=C(C=C12)C1CC1)C)NC)=O 1-(2-Chlorophenyl)-7-cyclopropyl-6-methyl-4-(methylamino)quinazolin-2(1H)-one